ClC1=CC=C(C=C1)C=1N=C2N(C=CC=N2)C1CN1CC2CCC(C1)N2C(=O)NCC(C)C 3-{[2-(4-chlorophenyl)imidazo[1,2-a]pyrimidin-3-yl]methyl}-N-isobutyl-3,8-diazabicyclo-[3.2.1]octane-8-carboxamide